5-amino-7-(4-fluorophenyl)-8-[2-(hydroxymethyl)-6-methyl-4-pyridinyl]-2-[[(2R)-tetrahydrofuran-2-yl]methyl]-[1,2,4]triazolo[4,3-c]pyrimidin-3-one NC1=NC(=C(C=2N1C(N(N2)C[C@@H]2OCCC2)=O)C2=CC(=NC(=C2)C)CO)C2=CC=C(C=C2)F